ethyl 3-methyl-1-tosyl-4,5-dihydro-1H-pyrazole-5-carboxylate CC1=NN(C(C1)C(=O)OCC)S(=O)(=O)C1=CC=C(C)C=C1